N1(CCCCC1)CC1OC(=NOC1)C(C)(C)C1CNCC1 Rac-5-(piperidin-1-ylmethyl)-3-(2-(pyrrolidin-3-yl)propan-2-yl)-5,6-dihydro-1,4,2-dioxazine